C1=CC=NC(=C1)C2=CC=CC=N2.C1=CC=NC(=C1)C2=CC=CC=N2.C1=CC=NC(=C1)C2=CC=CC=N2.[Cl-].[Cl-].[Ru+2] The molecule is a ruthenium coordination entity consisting of ruthenium(II) chloride bound to three 2,2'-bipyridine units. It has a role as a fluorochrome. It is an organic chloride salt and a ruthenium coordination entity. It contains a 2,2'-bipyridine and a tris(2,2'-bipyridine)ruthenium(II).